ClC1=C(C(=O)N[C@H](C(=O)O)CNC(CNC(C2=CC(=CC=C2)NC(=N)N)=O)=O)C(=CC(=C1)C=1C=NC(=CC1)OC)Cl (S)-2-(2,6-dichloro-4-(6-methoxypyridin-3-yl)benzamido)-3-(2-(3-guanidinobenzamido)acetamido)propanoic acid